C12(CC(C1)C2)C2=CC(=C(C=C2Cl)B2OC(C(O2)(C)C)(C)C)C 2-[4-(1-bicyclo[1.1.1]pentanyl)-5-chloro-2-methyl-phenyl]-4,4,5,5-tetramethyl-1,3,2-dioxaborolane